tert-butyl (S,E)-2-(3-(4-((3-(4-fluorophenyl)allyl)oxy)-3-(trifluoromethyl)phenyl)-1,2,4-oxadiazol-5-yl)pyrrolidine-1-carboxylate FC1=CC=C(C=C1)/C=C/COC1=C(C=C(C=C1)C1=NOC(=N1)[C@H]1N(CCC1)C(=O)OC(C)(C)C)C(F)(F)F